C1(CC1)COC(=O)NC1=C(N=NN1C)C1=C(C=C(C(=N1)C)O[C@@H]1C[C@H](CCC1)C(=O)O)F (1S,3S)-3-{[6-(5-{[(cyclopropyl-methoxy)carbonyl]amino}-1-methyl-1H-1,2,3-triazol-4-yl)-5-fluoro-2-methylpyridin-3-yl]oxy}cyclohexane-1-carboxylic acid